FC1=C(C=CC=C1F)[C@@H]1N(OCC1)C1=CC(=NC=N1)NC1=C(C=C(C(=C1)CC)N1CCC(CC1)N1CCN(CC1)C)OC (R)-6-(3-(2,3-difluorophenyl)isoxazolidin-2-yl)-N-(5-ethyl-2-methoxy-4-(4-(4-methylpiperazin-1-yl)piperidin-1-yl)phenyl)pyrimidin-4-amine